COC(C1=C(C(=CC=C1)SC1=NC=C(N=C1)N1CCC(CC1)(C)NC(=O)OC(C)(C)C)Cl)=O ((5-(4-((tert-Butoxycarbonyl)amino)-4-methylpiperidin-1-yl)pyrazin-2-yl)thio)-2-chlorobenzoic acid methyl ester